CN[C@@H]1CC[C@@H](C2=CC=CC=C12)C1=CC=C(C=C1)Br cis-N-methyl-4-(4-bromophenyl)-1,2,3,4-tetrahydro-1-naphthylamine